diphenyl-4-(vinyl)phenylphosphine strontium [Sr].C1(=CC=CC=C1)P(C1=CC=C(C=C1)C=C)C1=CC=CC=C1